4-(1-bromoethyl)benzonitrile BrC(C)C1=CC=C(C#N)C=C1